C(C)(C)C1=CC(C(CC1)C)SCC(=O)OC methyl 2-((3-isopropyl-6-methylcyclohex-2-en-1-yl)thio)acetate